C(C=CC=CC=CCCCCCCCCCCC)(=O)N 12Z-octadecatrieneamide